yttrium(III) chloride salt [Cl-].[Y+3].[Cl-].[Cl-]